bis[triphenylphosphine] palladium dichloride [Pd](Cl)Cl.C1(=CC=CC=C1)P(C1=CC=CC=C1)C1=CC=CC=C1.C1(=CC=CC=C1)P(C1=CC=CC=C1)C1=CC=CC=C1